C(C)N(CC)CC1=C(C(=CC(=C1)[N+](=O)[O-])I)O 2-((Diethylamino)methyl)-6-iodo-4-nitrophenol